BrC1=C(OCCN(C)C)C(=CC=C1)[N+](=O)[O-] 2-(2-bromo-6-nitrophenoxy)-N,N-dimethylethylamine